8-(5-bromothiophen-2-yl)-7-methoxy-2,2-dimethylchromane BrC1=CC=C(S1)C=1C(=CC=C2CCC(OC12)(C)C)OC